C(C)N1C(CN(C(C1)=O)C(C)C)=O 1-ethyl-4-isopropylpiperazine-2,5-dione